C(#N)N=C(NCCCCCCC1CN(CC1)C(=O)C=1NC=CC1)NC1=CC=NC=C1 2-cyano-1-(6-(1-(2-pyrrolylformyl)pyrrolidine-3-yl)hexyl)-3-(4-pyridinyl)guanidine